5-(4-((3-cyclohexyl-2-oxotetrahydropyrimidin-1(2H)-yl)methyl)piperidin-1-yl)-2-(2,6-dioxopiperidin-3-yl)isoindoline-1,3-dione C1(CCCCC1)N1C(N(CCC1)CC1CCN(CC1)C=1C=C2C(N(C(C2=CC1)=O)C1C(NC(CC1)=O)=O)=O)=O